7-bromo-1-isopropylquinolin-4(1H)-one BrC1=CC=C2C(C=CN(C2=C1)C(C)C)=O